N-tert-butyl-3-[[2-(2-hydroxy-6-methoxy-phenyl)acetyl]amino]benzamide C(C)(C)(C)NC(C1=CC(=CC=C1)NC(CC1=C(C=CC=C1OC)O)=O)=O